C1(=CC=CC=C1)S(=O)(=O)NC(C1=CC=C(C=C1)[N+](=O)[O-])=O N-(phenylsulfonyl)-4-nitrobenzamide